3-(7-((1-methylpiperidin-4-yl)amino)-3-(2,2,2-trifluoroethyl)benzo[b]thiophen-2-yl)prop-2-yn CN1CCC(CC1)NC1=CC=CC2=C1SC(=C2CC(F)(F)F)C#CC